F[C@H]1C[C@H](N(C1)C(CN1CCC(CC1)NC1=C2C=CC=NC2=CC=C1C)=O)C#N (2S,4S)-4-fluoro-1-(2-(4-((6-methylquinolin-5-yl)amino)piperidin-1-yl)acetyl)pyrrolidine-2-carbonitrile